CC1=C(C=CC=C1NC=1C2=C(N=CN1)C=C(C=N2)CN2C(CCCC2)C(=O)O)C2=CC=CC=C2 1-({4-[(2-methylbiphenyl-3-yl)amino]pyrido[3,2-d]pyrimidin-7-yl}methyl)piperidine-2-carboxylic acid